6-chloro-7-(2,3-dichloro-5-hydroxyphenyl)-4-((2S)-2-methyl-4-(2-propenoyl)-1-piperazinyl)-1-(2-(2-propanyl)phenyl)-2(1H)-quinazolinone ClC=1C=C2C(=NC(N(C2=CC1C1=C(C(=CC(=C1)O)Cl)Cl)C1=C(C=CC=C1)C(C)C)=O)N1[C@H](CN(CC1)C(C=C)=O)C